BrC=1C=C2C(=CN1)NC=C2N 5-bromo-1H-pyrrolo[2,3-C]pyridin-3-amine